C=1(C(=CC=C2C=CC=CC12)O)C=1C(=CC=C2C=CC=CC12)O [1,1-binaphthalene]-2,2'-diol